1,1,5,5-tetra(5-t-butyl-4-hydroxy-2-methylphenyl)pentane C(C)(C)(C)C=1C(=CC(=C(C1)C(CCCC(C1=C(C=C(C(=C1)C(C)(C)C)O)C)C1=C(C=C(C(=C1)C(C)(C)C)O)C)C1=C(C=C(C(=C1)C(C)(C)C)O)C)C)O